3-methyl-7-oxo-4-thia-1-azabicyclo[3.2.0]heptane-2-carboxylate 4,4-dioxide CC1C(N2C(CC2S1(=O)=O)=O)C(=O)[O-]